COC=1N=C2C(=CC=NC2=CC1OC)OC1=CC=C(C=C1)NC(=O)C1=CN(C=C(C1=O)C1=CC=C(C=C1)F)CC N-[4-[(6,7-Dimethoxy-1,5-naphthyridin-4-yl)oxy]phenyl]-1-ethyl-5-(4-fluorophenyl)-4-oxopyridine-3-carboxamide